COC=1C=2N=CN([C@H]3[C@H](O)[C@H](O)[C@@H](CO)O3)C2N=C(N1)N 6-O-methyl-guanosine